N=1NC(N2C1CCCC2)=O 5,6,7,8-tetrahydro-2H-[1,2,4]triazolo[4,3-a]pyridin-3-one